3-((7-(5-Chloro-1-(pyrrolidin-3-ylmethyl)-1H-indol-7-yl)thieno[3,2-b]pyridine-2-yl)methyl)-6,6-dimethyl-3-azabicyclo[3.1.0]hexane-2,4-dione hydrochloride Cl.ClC=1C=C2C=CN(C2=C(C1)C1=C2C(=NC=C1)C=C(S2)CN2C(C1C(C1C2=O)(C)C)=O)CC2CNCC2